C1(CCCCC1)C(CCCNCC=1C(=NC=CC1)F)NC 1-cyclohexyl-N4-((2-fluoropyridin-3-yl)methyl)-N1-methylbutane-1,4-diamine